[(Z)-dec-4-enyl] heptanedioate C(CCCCCC(=O)[O-])(=O)OCCC\C=C/CCCCC